BrC1=CC=CC=2N=C(N=[N+](C21)[O-])NOC(CC)=O 8-bromo-3-((3-oxo-3-propoxy)amino)benzo[e][1,2,4]triazine-1-oxide